ClC1=C(C(=CC=C1)F)NC=1C=C2C(=NC1C)N(N=C2)C=2C=C(SC2)C(=O)NC 4-(5-((2-chloro-6-fluorophenyl)amino)-6-methyl-1H-pyrazolo[3,4-b]pyridin-1-yl)-N-methylthiophene-2-carboxamide